ClC=1C(=C(OC2CCC(CC2)NC(=O)C=2N=NC(=CC2)N2CCC(CC2)C=O)C=CC1C#N)C N-((1r,4r)-4-(3-Chloro-4-cyano-2-methylphenoxy)cyclohexyl)-6-(4-formylpiperidin-1-yl)pyridazine-3-carboxamide